O[C@@H]1CC(N(CC1)C=1N=NC(=CC1)C1=C(C=C(C=C1C)C(F)(F)F)O)=O (4S)-4-hydroxy-1-[6-[2-hydroxy-6-methyl-4-(trifluoromethyl)phenyl]pyridazin-3-yl]piperidin-2-one